N-(5-fluoro-6-(4-(1-hydrazineyl-2-methyl-1-oxopropan-2-yl)-1H-imidazol-1-yl)pyridin-3-yl)-2-(5-methyl-3-(trifluoromethyl)-1H-pyrazol-1-yl)acetamide FC=1C=C(C=NC1N1C=NC(=C1)C(C(=O)NN)(C)C)NC(CN1N=C(C=C1C)C(F)(F)F)=O